FC1=C(C=C(C=C1C=1C(=NN(C1C)C)C)NS(=O)(=O)CC)C1=C2C(=NC=C1)N=CN2 N-(4-fluoro-3-(1H-imidazo[4,5-b]pyridin-7-yl)-5-(1,3,5-trimethyl-1H-pyrazol-4-yl)phenyl)ethanesulfonamide